racemic-1-(1-(1-((1H-1,2,4-triazol-3-yl)methoxy)isoquinolin-4-yl)ethyl)-3-(3-chloro-4-fluorophenyl)-1-methylurea N1N=C(N=C1)COC1=NC=C(C2=CC=CC=C12)[C@@H](C)N(C(=O)NC1=CC(=C(C=C1)F)Cl)C |r|